(2R,5S)-tert-butyl 5-(4-fluorophenyl)-2-methyl-4-(2,2,2-trifluoroacetyl)piperazine-1-carboxylate FC1=CC=C(C=C1)[C@@H]1N(C[C@H](N(C1)C(=O)OC(C)(C)C)C)C(C(F)(F)F)=O